3-[(1S)-1-({3-chloro-6-[2-(dimethylphosphoryl)pyrimidin-5-yl]-7-fluoro-2-methyl-1,5-naphthyridin-4-yl}amino)propyl]-4-fluorobenzonitrile ClC=1C(=NC2=CC(=C(N=C2C1N[C@@H](CC)C=1C=C(C#N)C=CC1F)C=1C=NC(=NC1)P(=O)(C)C)F)C